methylmethaneaminium hexafluorophosphate F[P-](F)(F)(F)(F)F.CC[NH3+]